[N+](=O)([O-])C1=CC=C(OCCOCCOCCOCCOCCOCCOCCOCCOCCNC(OCC2=CC=CC=C2)=O)C=C1 benzyl N-[26-(4-nitrophenoxy)-3,6,9,12,15,18,21,24-octaoxahexacosan-1-yl]carbamate